ClC1=CN=C2C(=N1)N(C(=N2)SC)C2=C(C=CC=C2OC)OC 6-chloro-1-(2,6-dimethoxyphenyl)-2-(methylthio)-1H-imidazo[4,5-b]pyrazine